7-methoxy-4-methylphthalazin COC1=CC=C2C(=NN=CC2=C1)C